1-(1-hydroxyethyl)-ethylene OC(C)C=C